[Cl-].[NH+]1=C(C=CC=C1)C picolinium chloride